C(C1=CC=CC=C1)N(C=1C=CC(=NC1)N)C1CC(CCC1)OCC1=CC=CC=C1 5-N-benzyl-5-N-[3-(benzyloxy)cyclohexyl]pyridine-2,5-diamine